N-(6-methyl-3-oxo-2,3-dihydro-1,2,4-triazin-4(5H)-yl)-4-(trifluoromethoxy)-benzenesulfonamide CC=1CN(C(NN1)=O)NS(=O)(=O)C1=CC=C(C=C1)OC(F)(F)F